1-(8Z,11Z,14Z-eicosatrienoyl)-2-(5Z,8Z,11Z,14Z-eicosatetraenoyl)-glycero-3-phospho-(1'-sn-glycerol) CCCCC/C=C\C/C=C\C/C=C\CCCCCCC(=O)OC[C@H](COP(=O)(O)OC[C@H](CO)O)OC(=O)CCC/C=C\C/C=C\C/C=C\C/C=C\CCCCC